FC(C=1C=C2C(=CN1)NC(=C2)C(=O)O)(F)F 5-(trifluoromethyl)-1H-pyrrolo[2,3-c]Pyridine-2-carboxylic acid